(S)-methyl 3-(3-(6-amino-1H-benzo[d]imidazol-1-yl)propanamido)-2-(2,6-dichlorobenzamido)propanoate NC=1C=CC2=C(N(C=N2)CCC(=O)NC[C@@H](C(=O)OC)NC(C2=C(C=CC=C2Cl)Cl)=O)C1